methyl 2-[(1,3-benzodioxol-5-yloxy)methyl]-5-bromobenzoate O1COC2=C1C=CC(=C2)OCC2=C(C(=O)OC)C=C(C=C2)Br